2,2',3,3'-tetramethylbenzophenone CC1=C(C(=O)C2=C(C(=CC=C2)C)C)C=CC=C1C